1-(4-(6-(3,5-dimethoxyphenyl)-2-(4-((14-hydroxy-3,6,9,12-tetraoxatetradecyl)amino)phenyl)imidazo[1,2-a]pyridin-8-yl)phenyl)ethan-1-one COC=1C=C(C=C(C1)OC)C=1C=C(C=2N(C1)C=C(N2)C2=CC=C(C=C2)NCCOCCOCCOCCOCCO)C2=CC=C(C=C2)C(C)=O